(S)-2,2-dimethyl-[1,3]dioxolane-4-carboxylic acid {2-[3-(3-carbamoyl-phenyl)-8-azabicyclo[3.2.1]oct-8-yl]ethyl}cyclohexylmethyl-amide C(N)(=O)C=1C=C(C=CC1)C1CC2CCC(C1)N2CCN(C(=O)[C@H]2OC(OC2)(C)C)CC2CCCCC2